C(C)(C)(C)N(C(O)=O)C1=NC=NC(=C1)N=C=S.ClC1=NSC=2C1=NC(=CC2Cl)N2[C@@H](COCC2)C (3R)-4-{3,7-dichloro-[1,2]thiazolo[4,5-b]pyridin-5-yl}-3-methyl-morpholine tert-butyl-(6-isothiocyanatopyrimidin-4-yl)carbamate